Cl.C1(CC1)CN1CC2=CC(=CC=C2CC1)N(C1=NC=CC=C1)C 2-(cyclopropylmethyl)-N-methyl-N-(pyridin-2-yl)-1,2,3,4-tetrahydroisoquinolin-7-amine hydrochloride